ClC(C=C)(F)F 3-chloro-3,3-difluoro-1-propene